OC(COC=1C=C(CC2=CC=CCN2C)C=CC1)C 6-(3-(2-hydroxypropoxy)benzyl)-N-methylpyridine